BrCCCCCCN(S(=O)(=O)C=1C=C(C=CC1OC)NC(=O)C1=CN=C(N1)C1=CC=CC=C1)C1=CC=C(C=C1)Br N-(3-(N-(6-bromohexyl)-N-(4-bromophenyl)sulfamoyl)-4-methoxyphenyl)-2-phenyl-1H-imidazole-5-carboxamide